tert-butyl (R)-3-((S)-1-(tert-butoxy)-3-(3-hydroxyphenyl)-1-oxopropane-2-yl)pyrrolidine-1-carboxylate C(C)(C)(C)OC([C@@H](CC1=CC(=CC=C1)O)[C@@H]1CN(CC1)C(=O)OC(C)(C)C)=O